C(C)(=O)[O-].C(CCC)[P+](CCCC)(CCCC)CCCC Tetra-n-butylphosphonium Acetate